C(C=C)[C@]1([C@H](N(CC1=COC)C(=O)OCC1=CC=CC=C1)C(=O)OC)CO[Si](C)(C)C(C)(C)C (2S,3S)-1-benzyl 2-methyl 3-allyl-3-(((tert-butyldimethylsilyl)oxy)methyl)-4-(methoxymethylene)pyrrolidine-1,2-dicarboxylate